[4-[(2S)-2-[[(2S)-2-(methoxycarbonylamino)-3-phenylpropyl]amino]-2-(2-thiophen-2-yl-1,3-thiazol-4-yl)ethyl]phenyl]sulfamic acid COC(=O)N[C@H](CN[C@@H](CC1=CC=C(C=C1)NS(O)(=O)=O)C=1N=C(SC1)C=1SC=CC1)CC1=CC=CC=C1